(S)-tert-butyl ((4-methyl-1-(3-(4-methyl-3,4-dihydro-1,5-naphthyridin-1(2H)-yl)-1H-pyrazolo[3,4-b]pyrazin-6-yl)piperidin-4-yl)methyl)carbamate CC1(CCN(CC1)C1=CN=C2C(=N1)NN=C2N2CC[C@@H](C1=NC=CC=C21)C)CNC(OC(C)(C)C)=O